COC=1C=C(C=CC1C=1C=NN(C1)C)C1=CC(C(=CN1C1=CC2=C(N=C(O2)N2[C@H](CCC2)COC)C=C1)C(=O)O)=O (R)-6-(3-methoxy-4-(1-methyl-1H-pyrazol-4-yl)phenyl)-1-(2-(2-(methoxymethyl)pyrrolidin-1-yl)benzo[d]oxazol-6-yl)-4-oxo-1,4-dihydropyridine-3-carboxylic acid